CC1=C(C=O)C=CC(=C1)NC 2-METHYL-4-(METHYLAMINO)BENZALDEHYDE